amino-5-chloro-2,4'-difluoro-6'-(2-oxo-1,2-dihydropyridin-4-yl)-N-(2-(trifluoromethyl)pyridin-4-yl)-[1,1'-biphenyl]-4-carboxamide NC=1C(=C(C=C(C1C(=O)NC1=CC(=NC=C1)C(F)(F)F)Cl)C1=CC=C(C=C1C1=CC(NC=C1)=O)F)F